acetoxy-1-[9-ethyl-6-{2-methyl-4-(3,3-dimethyl-2,4-dioxacyclopentylmethyloxy)benzoyl}-9H-carbazol-3-yl]ethan-1-imine C(C)(=O)OCC(=N)C=1C=CC=2N(C3=CC=C(C=C3C2C1)C(C1=C(C=C(C=C1)OCC1OC(OC1)(C)C)C)=O)CC